BrC=1C=C(C(=C(C#N)C1)C1=CC=NN1C1OCCCC1)OC 5-bromo-3-methoxy-2-(1-(tetrahydro-2H-pyran-2-yl)-1H-pyrazol-5-yl)benzonitrile